tert-butyl (1R,5S)-3-(7-benzyl-2-chloro-6-oxo-5,6,7,8-tetrahydropyrido[3,4-d]pyrimidin-4-yl)-3,8-diazabicyclo[3.2.1]octane-8-carboxylate C(C1=CC=CC=C1)N1CC=2N=C(N=C(C2CC1=O)N1C[C@H]2CC[C@@H](C1)N2C(=O)OC(C)(C)C)Cl